C(C)OC1CC(C2=C(O1)CCC2=O)CC 2-ethoxy-4-ethyl-3,4,6,7-tetrahydrocyclopenta[b]pyran-5(2H)-one